7-((3,4-Difluorobenzyl)amino)-11,11a-dihydro-1H-pyrazino[1',2':3,4]imidazo[1,2-c]pyrimidine-3,9(2H,4H)-dione FC=1C=C(CNC=2C=C3N(C(N2)=O)CC2N3CC(NC2)=O)C=CC1F